P(OC(C)CC(C)C)(OC(C)CC(C)C)(S)=O O,O-bis(4-methylpentan-2-yl) S-hydrogen phosphorothioate